7-[(2-Methylprop-2-en-1-yl)oxy]-3-{[2-(trimethylsilyl)ethoxy]methyl}-1,3-dihydro-2H-imidazo[4,5-b]pyridin-2-one CC(COC1=C2C(=NC=C1)N(C(N2)=O)COCC[Si](C)(C)C)=C